C1(CC1)CN(C(OC(C)(C)C)=O)[C@H]1CN(CCC1)C1=CC(N(C=C1)C(C)N1C=NC(=C1)C1=NC(=CN=C1)N(C)C)=O tert-butyl (cyclopropylmethyl)((3R)-1-(1-(1-(4-(6-(dimethylamino)pyrazin-2-yl)-1H-imidazol-1-yl)ethyl)-2-oxo-1,2-dihydropyridin-4-yl)piperidin-3-yl)carbamate